OC(CC(C)=O)(C)C 4-hydroxy-4-methylpentane-2-one